rel-3-chloro-2'-[5-cyclopropyl-3-(2-hydroxypropan-2-yl)pyrazol-1-yl]-4-[(3,5-difluoropyridin-2-yl)methoxy]-5',6-dimethyl-[1,4'-bipyridin]-2-one ClC=1C(N(C(=CC1OCC1=NC=C(C=C1F)F)C)C1=CC(=NC=C1C)N1N=C(C=C1C1CC1)C(C)(C)O)=O